(E)-N-(3-chlorophenyl)-3-(1H-indol-3-yl)acrylamide 2-(4-cyclopropylphenyl)-9-(2-oxopyridin-1(2H)-yl)-2,3,4,5a,6,7,8,9-octahydro-5H-1,2,5,7-tetraazabenzo[cd]azulene-5-carboxylate C1(CC1)C1=CC=C(C=C1)N1N=C2C(CNCC3C2=C1CCN3C(=O)O)N3C(C=CC=C3)=O.ClC=3C=C(C=CC3)NC(\C=C\C3=CNC1=CC=CC=C31)=O